triethoxysilylmethylbenzenethiosulfonate C(C)O[Si](OCC)(OCC)COS(=O)(=S)C1=CC=CC=C1